[Pt+2].ClC1=C(CCCCC=C1)Cl dichloro(cyclooctadiene) platinum (II)